C1(CCCCC1)C(CCOC)N1N=CC=C1C 1-(1-cyclohexyl-3-methoxypropyl)-5-methyl-1H-pyrazole